N-(5-(1-(3-hydroxypropyl)-2,5-dimethylpiperazine-4-carbonyl)-6,6-dimethyl-1,4,5,6-tetrahydropyrrolo[3,4-c]pyrazol-3-yl)picolinamide OCCCN1C(CN(C(C1)C)C(=O)N1C(C=2NN=C(C2C1)NC(C1=NC=CC=C1)=O)(C)C)C